(-)-(1R,3R,4S,8S)-3,9-p-menthanediol [C@@H]1(C[C@H]([C@@H](CC1)[C@@H](CO)C)O)C